4-[(1S)-1-{[8-(2,6-difluorobenzyl)-7-oxo-pyrido[2,3-d]pyrimidin-2-yl]amino}ethyl]-N-(4,4-difluorocyclohexyl)benzamide FC1=C(CN2C(C=CC3=C2N=C(N=C3)N[C@@H](C)C3=CC=C(C(=O)NC2CCC(CC2)(F)F)C=C3)=O)C(=CC=C1)F